(E)-methylpyridine-2,5-diamine CC=1C(=NC=C(C1)N)N